pyrrolo[1,2-a]pyrazine-1,3(2H,4H)-dione C1(C=2N(CC(N1)=O)C=CC2)=O